C1(CC1)C1=CC(=NC2=CC=C3C(=C12)C(NN3)=O)C=3C(=NNC3)C(F)(F)F 9-cyclopropyl-7-(3-(trifluoromethyl)-1H-pyrazol-4-yl)-3H-pyrazolo[4,3-f]quinolone